3-oxatricyclo[4.2.1.04,1]nonane C123COC1CC(CC2)C3